ClC=1C(N(N=C2C1N(C(=C2)C)CC2CC2)C2=CC1=CN(N=C1C=C2)C)=O 4-chloro-5-(cyclopropylmethyl)-6-methyl-2-(2-methyl-2H-indazol-5-yl)-2H,3H,5H-pyrrolopyridazin-3-one